C(=C)(C)[C@H](CC(=O)[O-])CCC=C (S)-3-isopropenyl-6-heptenoate